N-(2-Amino-4-((4-(trifluoromethyl)benzyl)amino)phenyl)-4-cyclopropylbut-3-ynamid NC1=C(C=CC(=C1)NCC1=CC=C(C=C1)C(F)(F)F)NC(CC#CC1CC1)=O